N1C=CC=2C1=NC=CC2N2N=CC1=CC=C(C=C21)C#CC2(CCCCC2)O 1-((1-(1H-pyrrolo[2,3-b]pyridin-4-yl)-1H-indazol-6-yl)ethynyl)cyclohexan-1-ol